CC1=NC(=NO1)C12CCC(CC1)(CC2)CO (4-(5-methyl-1,2,4-oxadiazol-3-yl)bicyclo[2.2.2]oct-1-yl)methanol